(R)-6-(4-(2-((tetrahydro-2H-pyran-4-yl)methoxy)phenyl)piperidin-1-yl)-2-(1,3,5-triazin-2-yl)-2-azaspiro[3.4]octane O1CCC(CC1)COC1=C(C=CC=C1)C1CCN(CC1)[C@H]1CC2(CN(C2)C2=NC=NC=N2)CC1